(4-(4-(4-isopropylpiperazin-1-yl)-4-oxobutyl)-1-phenyl-1H-imidazol-2-yl)-3-(1-methyl-1H-pyrazol-4-yl)benzamide C(C)(C)N1CCN(CC1)C(CCCC=1N=C(N(C1)C1=CC=CC=C1)C1=C(C(=O)N)C=CC=C1C=1C=NN(C1)C)=O